nitroamino alcohol [N+](=O)([O-])NO